CN1C(C2(C3=CC(=CC=C13)C)CCC(CC2)=O)=O 1',5'-Dimethylspiro[cyclohexane-1,3'-indole]-2',4-dione